O1COC2=C1C=CC=C2CN2[C@H](C[C@H](C2)F)C(=O)NC2=CC=C(C=C2)C2CC2 (2R,4R)-1-(benzo[d][1,3]dioxol-4-ylmethyl)-N-(4-cyclopropylphenyl)-4-fluoropyrrolidine-2-carboxamide